FC1=C(C=CC(=C1)C=O)NC(OCC1=CC=CC=C1)=O benzyl (2-fluoro-4-formylphenyl)carbamate